Propargyl-allene methyl-(1R,2S,5S)-3-[(2S)-2-[(7,7-difluoro-2-azaspiro[3.3]heptane-2-carbonyl)amino]-3,3-dimethyl-butanoyl]-6,6-dimethyl-3-azabicyclo[3.1.0]hexane-2-carboxylate COC(=O)[C@@H]1[C@H]2C([C@H]2CN1C([C@H](C(C)(C)C)NC(=O)N1CC2(C1)CCC2(F)F)=O)(C)C.C(C#C)C=C=C